ClC1=CC2=C(NC(=N2)C2=NC3=CC=CC=C3N=C2)C=C1 2-(5-chloro-1H-benzo[d]imidazol-2-yl)quinoxaline